monoaminoammonium formate C(=O)[O-].N[NH3+]